N-(2-((5-chloro-2-((2-methoxy-4-(4-(piperazin-1-yl)piperidin-1-yl)phenyl)amino)pyrimidin-4-yl)amino)phenyl)-N-methylmethanesulfonamide ClC=1C(=NC(=NC1)NC1=C(C=C(C=C1)N1CCC(CC1)N1CCNCC1)OC)NC1=C(C=CC=C1)N(S(=O)(=O)C)C